silanylamide [SiH3][NH-]